FC(OC=1C(=CC2=C(NCCS2)C1)C1=NN(C=C1NC(=O)C=1C=NN2C1N=CC=C2)C2C(OCC2)=O)F N-[3-[6-(difluoromethoxy)-3,4-dihydro-2H-1,4-benzothiazin-7-yl]-1-(2-oxotetrahydrofuran-3-yl)pyrazol-4-yl]pyrazolo[1,5-a]pyrimidine-3-carboxamide